6-[8-(1,3-benzothiazol-2-ylcarbamoyl)-3,4-dihydroisoquinolin-2(1H)-yl]-3-[1-benzyl-3-(hydroxymethyl)-5-methyl-1H-pyrazol-4-yl]pyridine-2-carboxylic acid S1C(=NC2=C1C=CC=C2)NC(=O)C=2C=CC=C1CCN(CC21)C2=CC=C(C(=N2)C(=O)O)C=2C(=NN(C2C)CC2=CC=CC=C2)CO